CN1CCN(CC1)C1=NC=CC(=N1)C=1C=C(C(=O)N[C@H](C)C2=CC=CC3=CC=CC=C23)C=CC1 3-[2-(4-methylpiperazin-1-yl)pyrimidin-4-yl]-N-[(1R)-1-(1-naphthyl)ethyl]Benzamide